C(C)(C)(C)NSC=1SC2=C(N1)C=CC=C2 N-tert-butyl-2-benzothiazole-sulfenamide